C(#N)C1=C(C=C2C(=NC=NC2=C1)N1CC(CCC1)NS(=O)(=O)C)F N-(1-(7-CYANO-6-FLUOROQUINAZOLIN-4-YL)PIPERIDIN-3-YL)METHANESULFONAMIDE